NC1=NC=CC(=N1)C=1C=NC=CC1 3-(2-aminopyrimidin-4-yl)pyridin